N-(1-methylallyl)carbamate CC(C=C)NC([O-])=O